CSCCOC=1C=C(/C=C/N2C(=CC(C=C2C)=O)C)C=CC1OC (E)-1-(3-methylthioethoxy-4-methoxystyryl)-2,6-dimethylpyridin-4(1H)-one